C(C)(C)(C)OC(\C=C\C=1N(N=CC1C=O)C)=O (E)-3-(4-formyl-2-methyl-pyrazol-3-yl)prop-2-enoic acid tert-butyl ester